BrC1=C(C=C2[C@@](NC(NC2=C1)=O)(C(C)(F)F)C#CC1CC1)F (R)-7-bromo-4-(cyclopropylethynyl)-4-(1,1-difluoroethyl)-6-fluoro-3,4-dihydroquinazolin-2-one